{3-[(1R)-1-{[6-(dimethylphosphoryl)-2-methylpyrido[3,4-d]pyrimidin-4-yl]amino}ethyl]-2-fluorophenyl}(difluoro)acetic acid ethyl ester C(C)OC(C(F)(F)C1=C(C(=CC=C1)[C@@H](C)NC=1C2=C(N=C(N1)C)C=NC(=C2)P(=O)(C)C)F)=O